The molecule is a dicarboxylic acid dianion obtained by deprotonation of both carboxy groups of tetradecanedioic acid; major species at pH 7.3. It has a role as a human metabolite. It is a dicarboxylic acid dianion and a saturated dicarboxylic acid dianion(2-). It is a conjugate base of a tetradecanedioic acid. C(CCCCCCC(=O)[O-])CCCCCC(=O)[O-]